C(C)(C)(C)OC(N[C@H](C(=O)NCC=1C=C2CN(C(C2=CC1)=O)[C@@H]1C(NC(CC1)=O)=O)CC=1N=CNC1)=O ((S)-1-(((2-((S)-2,6-Dioxopiperidin-3-yl)-1-oxoisoindolin-5-yl)methyl)Amino)-3-(1H-imidazol-4-yl)-1-oxopropan-2-yl)carbamic acid tert-butyl ester